N1=CC(=C2OCCCN21)C2=CN1C(S2)=C(C=N1)C(=O)N (6,7-dihydro-5H-pyrazolo[5,1-b][1,3]oxazin-3-yl)pyrazolo[5,1-b]thiazole-7-carboxamide